2-{3-methoxy-4-[(methylamino)methyl]phenyl}-2H-indazole-7-carboxamide COC=1C=C(C=CC1CNC)N1N=C2C(=CC=CC2=C1)C(=O)N